BrN1C(N2C(=C(C=CC2=O)C)C1=O)(C)C1=CC(=CC=C1)Cl bromo-3-(3-chlorophenyl)-3,8-dimethyl-2,3-dihydroimidazo[1,5-a]pyridine-1,5-dione